COC1=CC=2N(C=C1)N=CC2C=O 5-Methoxypyrazolo[1,5-a]pyridine-3-carbaldehyde